2-(chloromethyl)-6-ethylpyrazolo[1,5-a]pyrimidin-5(4H)-one ClCC1=NN2C(NC(C(=C2)CC)=O)=C1